6-(1-((5-(difluoromethyl)-1-methyl-1H-pyrazol-4-yl)sulfonyl)-4-fluoropiperidin-4-yl)-7-methyl-[1,2,4]triazolo[1,5-a]pyridine FC(C1=C(C=NN1C)S(=O)(=O)N1CCC(CC1)(F)C=1C(=CC=2N(C1)N=CN2)C)F